COC1=CC=C(CC2(C(=O)NC3=CC(=C(C(=C3)OC)OC)OC)CC=C(C(=O)NC3=CC=C(C=C3)OC)C=C2)C=C1 1-(4-methoxybenzyl)-N4-(4-methoxyphenyl)-N1-(3,4,5-trimethoxyphenyl)terephthalamide